2-(3,4-dihydroxyphenyl)-3,7-dihydroxy-5-methoxychromen-4-one OC=1C=C(C=CC1O)C=1OC2=CC(=CC(=C2C(C1O)=O)OC)O